tert-butyl 6-[(4-{[3-(5-fluoropyrimidin-2-yl)-2-methoxyphenyl] amino}-5-(methylcarbamoyl) pyridin-2-yl) amino]-3',6'-dihydro-2'H-[3,4'-bipyridine]-1'-carboxylate FC=1C=NC(=NC1)C=1C(=C(C=CC1)NC1=CC(=NC=C1C(NC)=O)NC1=CC=C(C=N1)C=1CCN(CC1)C(=O)OC(C)(C)C)OC